(antimonate) oxygen [O+2].[Sb]([O-])([O-])([O-])=O.[Sb]([O-])([O-])([O-])=O.[O+2].[O+2]